C(C1=CC=CC=C1)OC=1C(=C(C(=C2C(=NC(=NC12)C(C)(C)C)N1[C@@H]2CN([C@H](C1)C2)C(=O)[O-])SCCCCCCCCCCCC)I)Br (1S,4S)-5-[8-(benzyloxy)-7-bromo-2-tert-Butyl (dodecylsulfanyl)-6-iodoquinazolin-4-yl]-2,5-diazabicyclo[2.2.1]heptane-2-carboxylate